3-isopropoxy-N-methyl-5-(4,4,5,5-tetramethyl-1,3,2-dioxaborolan-2-yl)benzenesulfonamide C(C)(C)OC=1C=C(C=C(C1)B1OC(C(O1)(C)C)(C)C)S(=O)(=O)NC